[(4-amino-5-benzoyl-thiazol-2-yl)-[6-(difluoromethyl)-3-pyridyl]amino]propanamide NC=1N=C(SC1C(C1=CC=CC=C1)=O)N(C=1C=NC(=CC1)C(F)F)C(C(=O)N)C